diethyleneglycol lauryl ether C(CCCCCCCCCCC)OCCOCCO